CN(C1(CCC2(CN(C(N2)=O)C=2C(=NC(=NC2)N2CCS(CC2)(=O)=O)C(F)(F)F)CC1)C1=CC=CC=C1)C cis-8-dimethylamino-3-[2-(1,1-dioxo-[1,4]thiazinan-4-yl)-4-(trifluoromethyl)-pyrimidin-5-yl]-8-phenyl-1,3-diazaspiro[4.5]decan-2-one